ethyl 5-bromo-4-[(E)-3-ethoxy-3-oxo-prop-1-enyl]-2-(trifluoromethylsulfanyl)pyridine-3-carboxylate BrC=1C(=C(C(=NC1)SC(F)(F)F)C(=O)OCC)\C=C\C(=O)OCC